1-(benzenesulfonyl)-1H-pyrazole C1(=CC=CC=C1)S(=O)(=O)N1N=CC=C1